C([C@@H](C(=O)[O-])N=CN)C(=O)[O-] The molecule is a dicarboxylic acid anion resuting from removal of a proton from both carboxy groups of N-formimidoyl-L-aspartic acid. It is an alpha-amino-acid anion and a dicarboxylic acid dianion. It derives from a L-aspartate(2-). It is a conjugate base of a N-formimidoyl-L-aspartic acid.